FC(C=1C=CC(=NC1)CNC1=CC=CC=C1)(F)F N-((5-(trifluoromethyl)pyridin-2-yl)methyl)aniline